methyl (4S,5R)-5-methyl-2-oxooxazolidine-4-carboxylate C[C@@H]1[C@H](NC(O1)=O)C(=O)OC